NC1CCN(CC1)CC1=CC=C(C=C1)N1C(=NC=2C1=NC(=CC2)N2CCOCC2)C=2C(=NC=CC2)N 3-(3-(4-((4-Aminopiperidin-1-yl)methyl)phenyl)-5-morpholino-3H-imidazo[4,5-b]pyridin-2-yl)pyridin-2-amine